N[C@]1(C(N(C2=CC=C(C=C12)C)C(C1=CC=CC=C1)(C1=CC=CC=C1)C1=CC=CC=C1)=O)C1=CC=C(C=C1)OC (R)-3-amino-3-(4-methoxyphenyl)-5-methyl-1-triphenylmethylindol-2-one